O1C(OCC1)C1=C(C=CC=C1OCC1=CC=C(C=C1)OC)CCO 2-[2-(1,3-dioxolan-2-yl)-3-[(4-methoxyphenyl)methoxy]phenyl]ethanol